2-(2-quinolyl)naphtho[1,2-d]thiazole-8-sulfonic acid N1=C(C=CC2=CC=CC=C12)C=1SC2=C(N1)C1=CC(=CC=C1C=C2)S(=O)(=O)O